BrC1=C(C=C(C=C1)C(=O)N1C[C@@](S(CC1)(=O)=O)(C)C=1SC(=CN1)CC1=CC=CC=C1)Cl |r| (4-bromo-3-chloro-phenyl)-[rac-(2S)-2-(5-benzylthiazol-2-yl)-2-methyl-1,1-dioxo-1,4-thiazinan-4-yl]methanone